1-azaspiro[5.5]undecane-3-one N1CC(CCC12CCCCC2)=O